2-[(4-methylpiperazin-1-yl)carbamoylamino]ethyl 2-methylprop-2-enoate CC(C(=O)OCCNC(NN1CCN(CC1)C)=O)=C